4-(2-(4-(dimethylamino)-2-hydroxybenzylidene)hydrazino)benzoic acid CN(C1=CC(=C(C=NNC2=CC=C(C(=O)O)C=C2)C=C1)O)C